C(CCOC=1C=C2CN(CC2=CC1OC)C(C[C@@H](C(=O)O)C)=O)OC=1C=C2CN(CC2=CC1OC)C(C[C@@H](C(=O)O)C)=O (2S,2'S)-4,4'-((propane-1,3-diylbis(oxy))bis(6-methoxyisoindoline-5,2-diyl))bis(2-methyl-4-oxobutanoic acid)